C(C)(=O)C1=CC=C(CNC=2C=CC(=C(C2)S(=O)(=O)Cl)OCC)C=C1 5-(4-acetylbenzylamino)-2-ethoxybenzenesulfonyl chloride